N1(CCOCC1)C=1C=NC2=CC(=CC(=C2N1)C(C)=O)C(F)(F)F 1-[3-(morpholin-4-yl)-7-(trifluoromethyl)quinoxalin-5-yl]ethan-1-one